C(C)(C)(C)OC(=O)N1CCN(CC1)C=1C=C2CN(C(C2=CC1)=O)[C@@H]1C(NC(CC1)=O)=O (S)-tert-butyl-4-(2-(2,6-dioxopiperidin-3-yl)-1-oxoisoindolin-5-yl)piperazine-1-carboxylate